2-[6-[3-(Difluoromethyl)-4-fluoro-phenyl]pyrazolo[4,3-b]pyridin-1-yl]-1-[3-fluoro-3-(hydroxymethyl)azetidin-1-yl]ethanone FC(C=1C=C(C=CC1F)C=1C=C2C(=NC1)C=NN2CC(=O)N2CC(C2)(CO)F)F